3-(5-((6-(((3s,5s,7s)-adamantan-1-yl)amino)hexyl)amino)-2-methyl-4-oxoquinazoline-3(4H)-yl)piperidine-2,6-dione C12(CC3CC(CC(C1)C3)C2)NCCCCCCNC2=C3C(N(C(=NC3=CC=C2)C)C2C(NC(CC2)=O)=O)=O